4-phenylmethoxybutyl 2-methylprop-2-enoate CC(C(=O)OCCCCOCC1=CC=CC=C1)=C